(8-amino-3-((2S,3AR,6AS)-1-(but-2-ynyl)hexahydro-1H-furo[3,4-b]pyrrol-2-yl)imidazo[1,5-a]pyrazin-1-yl)-N-(pyridin-2-yl)benzamide NC=1C=2N(C=CN1)C(=NC2C2=C(C(=O)NC1=NC=CC=C1)C=CC=C2)[C@@H]2C[C@@H]1[C@H](N2CC#CC)COC1